(8aR)-2-(3-ethoxy-2,2-dimethyl-3-oxo-propyl)-3-oxo-5,6,8,8a-tetrahydro-1H-imidazo[1,5-a]pyrazine-7-carboxylic acid tert-butyl ester C(C)(C)(C)OC(=O)N1C[C@@H]2N(CC1)C(N(C2)CC(C(=O)OCC)(C)C)=O